OC(C)(C)C1=NN(C(=C1)C)C1=CC=C(C#N)C=C1 4-[3-(2-hydroxy-prop-2-yl)-5-methylpyrazol-1-yl]benzonitrile